C(#N)C1=C(C=CC=C1C1=CC2=C(OCCO2)C=C1)C1=NN2C(C(=CC(=C2)CNCCO)C#N)=N1 2-[2-Cyano-3-(2,3-dihydro-1,4-benzodioxin-6-yl)phenyl]-6-{[(2-hydroxyethyl)amino]methyl}[1,2,4]triazolo[1,5-a]pyridin-8-carbonitril